CC(O)C1(CC=CC2=CC=CC=C12)C(F)(F)F methyl-α-trifluoromethyl-1-naphthyl-methanol